N-(1,3-benzothiazol-2-yl)-2-{5-[5-cyano-1-(cyclohexylmethyl)-2-methyl-1H-pyrrol-3-yl]-6-[(methylsulfonyl)carbamoyl]pyridin-2-yl}-1,2,3,4-tetrahydroisoquinoline-8-carboxamide S1C(=NC2=C1C=CC=C2)NC(=O)C=2C=CC=C1CCN(CC21)C2=NC(=C(C=C2)C2=C(N(C(=C2)C#N)CC2CCCCC2)C)C(NS(=O)(=O)C)=O